FC(C)(F)C1=NC(=CC(=N1)NC1=CC(=NC=C1C1=CC=NN1CCOC)NC(C)=O)C N-(4-((2-(1,1-difluoroethyl)-6-methylpyrimidin-4-yl)amino)-5-(1-(2-methoxyethyl)-1H-pyrazol-5-yl)pyridin-2-yl)acetamide